C(CCCC=C)(=O)O[C@H]1[C@](O[C@@H]([C@H]1OC(CCCC=C)=O)CO[Si](C1=CC=CC=C1)(C1=CC=CC=C1)C(C)(C)C)(C#N)C1=CC=C2C(=NC=NN21)N (2R,3R,4R,5R)-2-(4-aminopyrrolo[2,1-f][1,2,4]triazin-7-yl)-5-(((tert-butyldiphenylsilyl)oxy)methyl)-2-cyanotetrahydrofuran-3,4-diyl bis(hex-5-enoate)